2-[2-(5-methylfuran-2-yl)vinyl]4,6-bis(trichloromethyl)-s-triazine CC1=CC=C(O1)C=CC1=NC(=NC(=N1)C(Cl)(Cl)Cl)C(Cl)(Cl)Cl